CNCCOCCOCCNC(OC(C)(C)C)=O tert-butyl N-(2-{2-[2-(methylamino)ethoxy]ethoxy} ethyl)carbamate